C(C)(=O)C=1CC(=C(NC1C)C)C(=O)OCC ethyl 5-acetyl-2,6-dimethyl-1,4-dihydropyridine-3-carboxylate